dibromobenzenesulfonic acid C1=CC(=C(C(=C1)Br)Br)S(=O)(=O)O